1-cyclopropyl-3-(5-((2R,4S)-2-(2,5-difluorophenyl)-4-fluoropyrrolidin-1-yl)pyrazolo[1,5-a]pyrimidin-3-yl)urea C1(CC1)NC(=O)NC=1C=NN2C1N=C(C=C2)N2[C@H](C[C@@H](C2)F)C2=C(C=CC(=C2)F)F